CC1=C(C(=CC=C1)C)NC(=O)[C@H]1[NH+](CCCC1)CCC (2S)-2-((2,6-dimethylphenyl)carbamoyl)-1-propylpiperidin-1-ium